4-bromo-1,8-Naphthalimide C1=CC2=C(C=CC3=C2C(=C1)C(=O)NC3=O)Br